ethyl ((2,6-dihydroxy-5'-methyl-4-pentyl-2'-(prop-1-en-2-yl)-1',2',3',4'-tetrahydro-[1,1'-biphenyl]-3-yl)methyl)carbamate OC1=C(C(=CC(=C1CNC(OCC)=O)CCCCC)O)C1C(CCC(=C1)C)C(=C)C